2-allyl-6-((2-methyl-2H-indazol-6-yl)amino)-1-(6-((1-methylpiperidin-4-yl)oxy)pyridin-2-yl)-1,2-dihydro-3H-pyrazolo[3,4-d]pyrimidin-3-one C(C=C)N1N(C2=NC(=NC=C2C1=O)NC=1C=CC2=CN(N=C2C1)C)C1=NC(=CC=C1)OC1CCN(CC1)C